CC(CC(C)=O)(S(=O)(=O)N)C dimethyl-3-oxobutane-1-sulfonamide